2-(1-oxo-5-phenoxyisoindolin-2-yl)acetic acid O=C1N(CC2=CC(=CC=C12)OC1=CC=CC=C1)CC(=O)O